The molecule is a propanoate ester resulting from the formal condensation of the hydroxy group of propanol with the carboxy group of propanoic acid. It has a role as a human metabolite, a rat metabolite, a biomarker and a fungal metabolite. It derives from a propan-1-ol. CCCOC(=O)CC